3-[4-[2-(ethylamino)ethylcarbamoyl]phenyl]-1-sulfamoyl-pyrrole-2-carboxylic acid C(C)NCCNC(=O)C1=CC=C(C=C1)C1=C(N(C=C1)S(N)(=O)=O)C(=O)O